bis-(2,4-dicumylphenyl)pentaerythritol diphosphite OP(O)OP(O)O.C(C)(C)(C1=CC=CC=C1)C1=C(C=CC(=C1)C(C)(C)C1=CC=CC=C1)C(O)(C(CO)(CO)CO)C1=C(C=C(C=C1)C(C)(C)C1=CC=CC=C1)C(C)(C)C1=CC=CC=C1